FC(C(=O)N1C(CCC1)COC(=O)N1CCC(CC1)NC1=NC(=NC=2N1N=CC2C(C)C)C)=C 4-((8-isopropyl-2-methylpyrazolo[1,5-a][1,3,5]triazin-4-yl)amino)piperidine-1-carboxylic acid (1-(2-fluoroacryloyl)pyrrolidin-2-yl)methyl ester